(E)-1-(2-naphthyl)-4,4,4-trifluoro-3-phenyl-2-buten-1-one C1=C(C=CC2=CC=CC=C12)C(\C=C(\C(F)(F)F)/C1=CC=CC=C1)=O